tert-butyl-3-(7-chloro-2-((dihydro-1'h,3'h-spiro[oxetan-3,2'-pyrrolizine]-7a'(5'h)-yl) methoxy)-8-fluoropyrido[4,3-d]pyrimidin-4-yl)-3,8-diazabicyclo[3.2.1]octane-8-carboxylate C(C)(C)(C)OC(=O)N1C2CN(CC1CC2)C=2C1=C(N=C(N2)OCC23CCCN3CC3(C2)COC3)C(=C(N=C1)Cl)F